N[C@@H]1CC[C@H](CC1)NC(C)=O N-(trans-4-aminocyclohexyl)acetamide